1,3-bis(p-methoxyphenyl)propane-2,2-dithiol COC1=CC=C(C=C1)CC(CC1=CC=C(C=C1)OC)(S)S